3-[tris(trimethylsiloxy)silyl]-3-(2-methacryloyloxyethyl)thiourea C[Si](O[Si](N(C(N)=S)CCOC(C(=C)C)=O)(O[Si](C)(C)C)O[Si](C)(C)C)(C)C